(R)-8-(5-((R)-2-benzylpiperidin-1-yl)thiazol-2-yl)-9-oxooctahydro-2H-pyrazino[1,2-a]pyrazine-2-carbonitrile C(C1=CC=CC=C1)[C@@H]1N(CCCC1)C1=CN=C(S1)N1C([C@@H]2N(CCN(C2)C#N)CC1)=O